2-amino-4-piperidyl-6-heptafluoropropyl-1,3,5-triazine NC1NCCC(C1)C1=NC(=NC=N1)C(C(C(F)(F)F)(F)F)(F)F